C1(=CC=CC=C1)C1=NC(=NC(=C1)C1=CC=CC=C1)C=1C=C(C=CC1)C=1C=CC(=NC1)C1=C(C=CC=C1)[O-].[Cs+] cesium 2-(5-(3-(4,6-diphenylpyrimidin-2-yl)phenyl)pyridin-2-yl)phenolate